(R)-N-(6-morpholino-1-oxo-2-(tetrahydrofuran-3-yl)isoindolin-5-yl)pyrazolo[1,5-a]pyrimidine-3-carboxamide O1CCN(CC1)C1=C(C=C2CN(C(C2=C1)=O)[C@H]1COCC1)NC(=O)C=1C=NN2C1N=CC=C2